[Cd].[Pb].[As] arsenic-lead-cadmium